3-(4-(2-(4-(2-acetoxy-3-chloropropoxy)phenyl)propan-2-yl)phenoxy)propane-1,2-diyl diacetate C(C)(=O)OCC(COC1=CC=C(C=C1)C(C)(C)C1=CC=C(C=C1)OCC(CCl)OC(C)=O)OC(C)=O